4-((9H-fluoren-2-yl)amino-2-(naphthalen-2-yl)quinazolin-6-yl)-4-(trifluoromethyl)benzamide C1=C(C=CC=2C3=CC=CC=C3CC12)NC1=NC(=NC2=CC=C(C=C12)C1(CC=C(C(=O)N)C=C1)C(F)(F)F)C1=CC2=CC=CC=C2C=C1